FC(OC1=NC=CC(=C1)CNC(=O)NCC1CC(C1)C(F)(F)F)F 1-[[2-(difluoromethoxy)pyridin-4-yl]methyl]-3-[[3-(1r,3r)-(trifluoromethyl)cyclobutyl]methyl]urea